3-(2-azidoethoxy)-2-oxobutanal N(=[N+]=[N-])CCOC(C(C=O)=O)C